O=CC(=O)OC1CC1 cyclopropyl 2-oxoacetate